(1'S,2'S,6'S,8'S)-spiro[pyrrolidine-3,2'-tricyclo[4.2.1.03,8]nonan]-5-one [C@@H]12[C@]3(C4CC[C@@H](C[C@@H]41)C2)CNC(C3)=O